ClC1=C(C=C(OCC(=O)N)C=C1)F (E)-2-(4-chloro-3-fluorophenoxy)acetamide